FC1=NC(=C2N=CN(C2=N1)C1OCC1)NCC1=CC=CO1 2-fluoro-6-furfurylamino-9-(oxetan-2-yl)-9H-purine